5-Butyl 1-cyclohexyl ((4-nitrophenoxy) (phenoxy) phosphoryl)-L-glutamate [N+](=O)([O-])C1=CC=C(OP(=O)(OC2=CC=CC=C2)N[C@@H](CCC(=O)OCCCC)C(=O)OC2CCCCC2)C=C1